OCC1=NC(=NO1)C1=C(C#N)C=C(C=C1)OC1=NC=CC=C1 2-(5-(hydroxymethyl)-1,2,4-oxadiazol-3-yl)-5-(pyridin-2-yloxy)benzonitrile